N1(CCOCC1)C(C1=C(C2=C(OCO2)C=C1)O)C1=CC=C(C=C1)C(F)(F)F 5-[(morpholin-4-yl)[4-(trifluoromethyl)phenyl]methyl]-2H-1,3-benzodioxol-4-ol